tert-butyl (4-oxoadamantan-1-yl)carbamate O=C1C2CC3(CC(CC1C3)C2)NC(OC(C)(C)C)=O